bis(3,3-difluoropropoxy)dimethylsilane FC(CCO[Si](C)(C)OCCC(F)F)F